1,7-naphthyridine-2,4-diol N1=C(C=C(C2=CC=NC=C12)O)O